ethyl 2-bromo-3-fluoro-6-methylbenzoate BrC1=C(C(=O)OCC)C(=CC=C1F)C